Ethyl 5-((1-(2-(3-azabicyclo[3.1.0]hexan-3-yl)-3,6-dimethyl-4-oxo-3,4-dihydroquinazolin-8-yl)ethyl)amino)-2-chlorothiazole-4-carboxylate C12CN(CC2C1)C1=NC2=C(C=C(C=C2C(N1C)=O)C)C(C)NC1=C(N=C(S1)Cl)C(=O)OCC